2-((3,4-dichlorobenzyl)sulfonyl)-1,2,3,4,4a,5,6,7-octahydronaphtho[1,8-cd]azepine ClC=1C=C(CS(=O)(=O)N2CC=3C=4C(CC2)CCCC4C=CC3)C=CC1Cl